N-(4-(4-cyanopyridin-3-yl)-2-(4-(7-((2-(2,6-dioxopiperidin-3-yl)-1,3-dioxoisoindolin-4-yl)amino)heptanoyl)piperazin-1-yl)phenyl)-2-(2-fluoro-6-methoxyphenyl)pyrimidine-4-carboxamide C(#N)C1=C(C=NC=C1)C1=CC(=C(C=C1)NC(=O)C1=NC(=NC=C1)C1=C(C=CC=C1OC)F)N1CCN(CC1)C(CCCCCCNC1=C2C(N(C(C2=CC=C1)=O)C1C(NC(CC1)=O)=O)=O)=O